C(C=C)(=O)N1[C@H](CN(CC1)C1=NC(=NC=2C[C@@H](CCC12)N1CCCC2=CC=CC=C12)N1CC(CC1)N)CC#N 2-((2S)-1-Acryloyl-4-((7R)-2-(3-aminopyrrolidin-1-yl)-7-(3,4-dihydroquinolin-1(2H)-yl)-5,6,7,8-tetrahydroquinazolin-4-yl)piperazin-2-yl)acetonitrile